4-(4-cyanophenyl)-6-(2-(pyridin-3-yl)ethyl)isoindoline-2-carbonitrile C(#N)C1=CC=C(C=C1)C1=C2CN(CC2=CC(=C1)CCC=1C=NC=CC1)C#N